sodium glutarate oxide C(CCCC(=O)[O-])(=[O+][O-])[O-].[Na+].[Na+]